C(CCC)=C1C2C=CC(C1)C2 5-butylidene-2-norbornene